C(C)(C)(C)OC(=O)N1C(N(C2=C1C=CC=C2)CC2=CC=C(C=C2)CN2C(CCC2)=O)=O 2-oxo-3-(4-((2-oxopyrrolidin-1-yl)methyl)benzyl)-2,3-dihydro-1H-benzo[d]imidazole-1-carboxylic acid tert-butyl ester